P(=O)(O)(O)[O-] dihydrogen phosphate